1-(3',5'-dichlorophenyl)thiourea ClC=1C=C(C=C(C1)Cl)NC(=S)N